2-oxo-6-[3-(trifluoromethyl)phenyl]-3H-imidazo[4,5-b]pyridin-1-ylacetamide O=C1N(C=2C(=NC=C(C2)C2=CC(=CC=C2)C(F)(F)F)N1)CC(=O)N